tert-butyl 4-[4-[3-amino-6-[2-(methoxymethoxy)phenyl]pyridazin-4-yl]-3-methyl-pyrazol-1-yl]piperidine-1-carboxylate NC=1N=NC(=CC1C=1C(=NN(C1)C1CCN(CC1)C(=O)OC(C)(C)C)C)C1=C(C=CC=C1)OCOC